C(C)(=O)[O-].CC=CC[N-]CC=C (methyldiallylamide) acetate